FC=1C=C(C=CC1)C1(CC1)C=1NC(C2=C(N1)CCN(C2)C(C(C2=CC(=CC=C2)C(C)C)O)=O)=O 2-(1-(3-fluorophenyl)cyclopropyl)-6-(2-hydroxy-2-(3-isopropylphenyl)acetyl)-5,6,7,8-tetrahydropyrido[4,3-d]pyrimidin-4(3H)-one